(R)-tert-butyl ((5-hydroxy-7,9-dihydro-6H-[1,3]dioxolo[4,5-h]isochromen-9-yl)methyl)(methyl)carbamate OC=1C=2CCO[C@H](C2C2=C(C1)OCO2)CN(C(OC(C)(C)C)=O)C